Cl.N=C(C1=CC=C(C=C1)CNC([C@H](C)NC(=O)[C@@H]1NCC[C@@H](C1)C1=CC=CC=C1)=O)NC(OCC1=CC=CC=C1)=O Benzyl (imino(4-(((S)-2-((2R,4S)-4-phenylpiperidine-2-carboxamido)propanamido)methyl)phenyl)methyl)carbamate hydrochloride